C(C)(C)(C)OC(=O)N1CC(CCCC1)O.FC(C1(CC1)C(=O)N)(F)F 1-(trifluoromethyl)cyclopropanecarboxamide Tert-Butyl-3-hydroxyazepane-1-carboxylate